C(C1=CC=CC=C1)O[C@H]1C[C@]2(N(C(OC2=O)=O)C1)C (6S,7aR)-6-(benzyloxy)-7a-methyltetrahydro-1H,3H-pyrrolo[1,2-c]oxazole-1,3-dione